2-(5-(2,4-Dichlorophenyl)thiophen-2-yl)-N-morpholinoacetamid ClC1=C(C=CC(=C1)Cl)C1=CC=C(S1)CC(=O)NN1CCOCC1